N-(5-amino-2-methylpyridin-3-yl)-6-(1-methyl-1H-pyrazol-4-yl)pyrazolo[1,5-a]pyrazine-3-carboxamide hydrochloride Cl.NC=1C=C(C(=NC1)C)NC(=O)C=1C=NN2C1C=NC(=C2)C=2C=NN(C2)C